N=1C=CN2C1N=CC(=C2)COC2CC1(C(N3C(O1)CC[C@H]3C3=NC=CN=C3)=O)C2 (5'S)-3-[(imidazo[1,2-a]pyrimidin-6-yl)methoxy]-5'-(pyrazin-2-yl)tetrahydro-3'H-spiro[cyclobutane-1,2'-pyrrolo[2,1-b][1,3]oxazol]-3'-one